3-(1,2-diazin-4-yl)bicyclo[1.1.1]pentane-1-carboxylic acid N1=NC=C(C=C1)C12CC(C1)(C2)C(=O)O